5-(4-(2-(4-((3-(oxazol-5-ylmethyl)-5-(trifluoromethoxy)benzyl)amino)butoxy)ethoxy)-1H-indazol-6-yl)pyridazin-3-amine O1C=NC=C1CC=1C=C(CNCCCCOCCOC2=C3C=NNC3=CC(=C2)C=2C=C(N=NC2)N)C=C(C1)OC(F)(F)F